methyl 4-[1-[3-[4-[2-(2-amino-3-pyridyl)-5-phenyl-imidazo[4,5-b]pyridin-3-yl]phenyl]-1-piperidyl]ethyl]benzoate NC1=NC=CC=C1C1=NC=2C(=NC(=CC2)C2=CC=CC=C2)N1C1=CC=C(C=C1)C1CN(CCC1)C(C)C1=CC=C(C(=O)OC)C=C1